Tris(isopropyl-(methyl)amino)(methylamino)phosphonium hexafluorophosphate F[P-](F)(F)(F)(F)F.C(C)(C)N(C)[P+](NC)(N(C(C)C)C)N(C(C)C)C